tert-butyl 2-chloro-4-methoxy-6,8-dihydro-5H-pyrido[3,4-d]pyrimidine-7-carboxylate ClC=1N=C(C2=C(N1)CN(CC2)C(=O)OC(C)(C)C)OC